ethyl 2-[3-(hydroxymethyl)cyclobutylidene]acetate OCC1CC(C1)=CC(=O)OCC